(Z)-8-Cyclohexadecen-1-on C1(CCCCCC\C=C/CCCCCCC1)=O